FC1=CC=C(C=C1)NC(=O)C1(CC1)C(=O)NC1CCC(CC1)NC1=CC(=NC2=CC=C(C=C12)Cl)C(F)(F)F N1-(4-fluorophenyl)-N'1-[(1s,4s)-4-{[6-chloro-2-(trifluoromethyl)quinolin-4-yl]amino}cyclohexyl]cyclopropane-1,1-dicarboxamide